(±)-1-methyl-4-(2,4,6-trimethoxyphenyl)piperidin-3-one hydrochloride Cl.CN1CC([C@H](CC1)C1=C(C=C(C=C1OC)OC)OC)=O |r|